BrC=1C(=NC=C(C1)F)CBr 3-bromo-2-(bromomethyl)-5-fluoropyridine